Cl.C(C)C=1C(NC=2C=C(C=NC2C1)CC1=NC(=CC=C1C=1CCNCC1)C(=O)N)=O ((7-ethyl-6-oxo-5,6-dihydro-1,5-naphthyridin-3-yl)methyl)-1',2',3',6'-tetrahydro-[3,4'-bipyridine]-6-carboxamide hydrochloride